1-((1-(4-chlorobenzyl)-1H-pyrazol-4-yl)methyl)azetidin-3-yl-4-cyclopropyl-1H-imidazole-2-carboxamide ClC1=CC=C(CN2N=CC(=C2)CN2CC(C2)N2C(=NC(=C2)C2CC2)C(=O)N)C=C1